1,1,3,3-tetraiodo-2-sec-butyldisilazane I[SiH](N([SiH](I)I)C(C)CC)I